4-[5-(1-ethyl-3-methyl-1H-pyrazol-5-yl)-4H-1,2,4-triazol-3-yl]-1-{2-[(2S)-2-methylmorpholin-4-yl]ethyl}-1H-indazole-6-carboxamide C(C)N1N=C(C=C1C=1NC(=NN1)C1=C2C=NN(C2=CC(=C1)C(=O)N)CCN1C[C@@H](OCC1)C)C